C(C)C1OCCCN(C1)CC1=CC(=C2CN(C(C2=C1)=O)C=1C=C(C=CC1)C1(CC(C1)C#N)CC1=NN=CN1C)C(F)(F)F (1r,3r)-3-(3-(6-((2-ethyl-1,4-oxazepan-4-yl)methyl)-1-oxo-4-(trifluoromethyl)isoindolin-2-yl)phenyl)-3-((4-methyl-4H-1,2,4-triazol-3-yl)methyl)cyclobutane-1-carbonitrile